{6-[(3s,4s)-4-amino-3-methyl-2-oxa-8-azaspiro[4.5]dec-8-yl]-3-[5-chloro-3-(dimethylamino)quinoxalin-6-yl]-1-{[2-(trimethylsilyl)ethoxy]methyl}-1H-pyrazolo[3,4-b]pyrazin-5-yl}methanol N[C@@H]1[C@@H](OCC12CCN(CC2)C2=C(N=C1C(=N2)N(N=C1C=1C(=C2N=C(C=NC2=CC1)N(C)C)Cl)COCC[Si](C)(C)C)CO)C